(4-cyclohexylphenyl)(2-(4-(diphenylethylamino)phenyl)-1,3-dithian-2-yl)methanol C1(CCCCC1)C1=CC=C(C=C1)C(O)C1(SCCCS1)C1=CC=C(C=C1)NCC(C1=CC=CC=C1)C1=CC=CC=C1